5-(4-((6-methyl-4-(1-methylcyclopropylamino)-5-oxo-5,6-dihydropyrido[4,3-D]pyrimidin-2-yl)amino)-1H-pyrazol-1-yl)-2-azabicyclo[2.2.1]heptane-2-carboxylic acid tert-butyl ester C(C)(C)(C)OC(=O)N1C2CC(C(C1)C2)N2N=CC(=C2)NC=2N=C(C1=C(N2)C=CN(C1=O)C)NC1(CC1)C